(S)-quinuclidin-3-yl (2,2-dimethyl-6-(4-(trifluoromethyl)phenyl)-2,3-dihydro-1H-inden-1-yl)carbamat CC1(C(C2=CC(=CC=C2C1)C1=CC=C(C=C1)C(F)(F)F)NC(O[C@@H]1CN2CCC1CC2)=O)C